(R)-6-(3-(5-chlorothiazol-2-yl)-1,2,4-oxadiazol-5-yl)-2,2-dimethyl-3,4-dihydro-2H-pyran ClC1=CN=C(S1)C1=NOC(=N1)C1=CCCC(O1)(C)C